NC1=NC=2C=CC(=CC2C2=C1COC2)C(=O)N([C@H](C)C2=NC=CC=N2)CC2=NC=C(C=C2)Cl 4-amino-N-((5-chloro-2-pyridinyl)methyl)-N-((1R)-1-(2-pyrimidinyl)ethyl)-1,3-dihydrofuro[3,4-c]quinoline-8-carboxamide